iodovalerate IC(C(=O)[O-])CCC